(R)-N-(1-(2-([1,4'-bipiperidin]-4-yl)ethyl)pyrrolidin-3-yl)-5-chloro-4-(1H-indole-3-yl)pyrimidin-2-amine N1(CCC(CC1)CCN1C[C@@H](CC1)NC1=NC=C(C(=N1)C1=CNC2=CC=CC=C12)Cl)C1CCNCC1